N-(4-(2-fluorophenyl)pyridin-3-yl)-2-(naphthalen-2-ylamino)pyrimidine-4-carboxamide FC1=C(C=CC=C1)C1=C(C=NC=C1)NC(=O)C1=NC(=NC=C1)NC1=CC2=CC=CC=C2C=C1